t-butyl (2-methyl-1-(4-((1-(3-methyl-4-(2-oxoethyl)phenyl)-2-oxo-1,2-dihydropyrimidin-4-yl)carbamoyl)piperazin-1-yl)-1-oxopropan-2-yl)carbamate CC(C(=O)N1CCN(CC1)C(NC1=NC(N(C=C1)C1=CC(=C(C=C1)CC=O)C)=O)=O)(C)NC(OC(C)(C)C)=O